CNCCNC(OC(C)(C)C)=O tert-butyl N-(2-(methylamino)ethyl)carbamate